(S)-N-((S)-4-AMINO-3,4-DIOXO-1-PHENYLBUTAN-2-YL)-1-PHENYLPYRROLIDINE-2-CARBOXAMIDE NC(C([C@H](CC1=CC=CC=C1)NC(=O)[C@H]1N(CCC1)C1=CC=CC=C1)=O)=O